4,4'-(2-Hydroxypropan-1,3-diyl)-bis(oxy)-bis(benzaldehyd) OC(COC1=CC=C(C=O)C=C1)COC1=CC=C(C=O)C=C1